(3R,6R)-1-(7-chloro-8-fluoro-2-(((2R,7aS)-2-fluorohexahydro-1H-pyrrolizine-7a-yl)Methoxy)pyrido[4,3-d]Pyrimidin-4-yl)-6-methylpiperidin-3-ol ClC1=C(C=2N=C(N=C(C2C=N1)N1C[C@@H](CC[C@H]1C)O)OC[C@]12CCCN2C[C@@H](C1)F)F